monop-toluenesulfonate monohydrate O.CC1=CC=C(C=C1)S(=O)(=O)O